(+)-N-cis-4-Hydroxytetrahydro-furan-3-yl-3-oxo-2-(pyridin-3-yl)-6-[4-(trifluoromethyl)phenyl]-2,3-dihydropyridazine-4-carboxamide OC1C(COC1)C1=C(C(N(N=C1C1=CC=C(C=C1)C(F)(F)F)C=1C=NC=CC1)=O)C(=O)N